FC([C@]1([C@H](C(=C(O1)C(=O)OCC)OS(=O)(=O)C(F)(F)F)C)C)F |r| ethyl rac-(4R,5R)-5-(difluoromethyl)-4,5-dimethyl-3-(((trifluoromethyl)sulfonyl)oxy)-4,5-dihydrofuran-2-carboxylate